2-benzyl-1,3-dimethyl-isoindole C(C1=CC=CC=C1)N1C(=C2C=CC=CC2=C1C)C